2-(4-methylphenyl)acetamide CC1=CC=C(C=C1)CC(=O)N